(S)-4-ethoxy-6-(1-(5-(6-fluoro-2-methylpyridin-3-yl)-7-(2-(methyl(oxetan-3-yl)amino)ethyl)-1-oxo-3,4-dihydroisoquinolin-2(1H)-yl)ethyl)nicotinonitrile C(C)OC1=CC(=NC=C1C#N)[C@H](C)N1C(C2=CC(=CC(=C2CC1)C=1C(=NC(=CC1)F)C)CCN(C1COC1)C)=O